6-[(E)-2-(aminomethyl)-3-fluoro-allyloxy]-1-oxo-3,4-dihydroisoquinolin NC/C(/COC=1C=C2CCNC(C2=CC1)=O)=C\F